4-[5-[3-(3-bromophenyl)pyrazol-1-yl]-2-(3-pyridinyl)pyrazolo[1,5-a]pyrimidin-7-yl]morpholine BrC=1C=C(C=CC1)C1=NN(C=C1)C1=NC=2N(C(=C1)N1CCOCC1)N=C(C2)C=2C=NC=CC2